2-((6-(4-((((R)-1-(2-chlorophenyl)ethoxy)carbonyl)amino)-3-methylisoxazol-5-yl)pyridin-3-yl)carbamoyl)cyclohexane-1-carboxylic acid ClC1=C(C=CC=C1)[C@@H](C)OC(=O)NC=1C(=NOC1C1=CC=C(C=N1)NC(=O)C1C(CCCC1)C(=O)O)C